Cl.NC1=CC(=C(OC2=CC=NC=3NC(C=NC32)=O)C=C1)SC 8-(4-amino-2-methylsulfanyl-phenoxy)-4H-pyrido[2,3-b]pyrazin-3-one hydrochloride